N-[[4,5-dichloro-2-(prop-2-en-1-yloxy)phenyl](piperidin-4-yl)methyl]-2,2,2-trifluoroacetamide ClC1=CC(=C(C=C1Cl)C(NC(C(F)(F)F)=O)C1CCNCC1)OCC=C